N1(C=NC=C1)CCCNC(C(CCSCCC(=O)OCCCCCC(C)C)NC(CCCCC(CCSCCC(=O)[O-])SCCC(=O)[O-])=O)=O 3,3'-((8-((1-((3-(1H-imidazol-1-yl)propyl)amino)-4-((3-((6-methylheptyl)oxy)-3-oxopropyl)thio)-1-oxobutan-2-yl)amino)-8-oxooctane-1,3-diyl)bis(sulfanediyl))dipropionate